ethyl 2-(4-methyl-3-{[(2Z)-3-{[2-(trimethylsilyl)ethoxy]methyl}-2,3-dihydro-1,3-benzothiazol-2-ylidene]amino}-5H,6H,7H,8H-pyrido[2,3-c]pyridazin-8-yl)-1,3-thiazole-4-carboxylate CC=1C2=C(N=NC1\N=C\1/SC3=C(N1COCC[Si](C)(C)C)C=CC=C3)N(CCC2)C=2SC=C(N2)C(=O)OCC